NC1=C(C(NC=N1)=O)C 6-amino-5-methyl-3H-pyrimidin-4-one